4-Methyl-1-p-tolylimidazol CC=1N=CN(C1)C1=CC=C(C=C1)C